C1(CC1)S(=O)(=O)NC=1SC=C(N1)C(C(=O)NC1=CC=C(C=N1)C=1C=NC=C(C1)OC)CCOC 2-(2-(cyclopropanesulfonylamino)thiazol-4-yl)-4-methoxy-N-(5'-methoxy-[3,3'-bipyridin]-6-yl)butanamide